C1(=C2N(C=N1)CCC2)C(C(NC=2SC=CN2)=O)N2CC1=C(C=C(C=C1C2=O)C2=CC=C(C=C2)N2CCN(CC2)C(=O)OC(C)(C)C)F tert-Butyl 4-[4-[2-[1-(6,7-dihydro-5H-pyrrolo[1,2-c]imidazol-1-yl)-2-oxo-2-(thiazol-2-ylamino)ethyl]-7-fluoro-3-oxo-isoindolin-5-yl]phenyl]piperazine-1-carboxylate